2-(3-(4-(((tert-butoxycarbonyl)(2-phenylcyclopropyl)amino)methyl)piperidin-1-yl)propyl)thiazole-5-carboxylic Acid C(C)(C)(C)OC(=O)N(C1C(C1)C1=CC=CC=C1)CC1CCN(CC1)CCCC=1SC(=CN1)C(=O)O